(2S,4R)-2-formylamino-4-(quinoline-6-sulfonylamino)pyrrolidine-1-carboxylic acid tert-butyl ester C(C)(C)(C)OC(=O)N1[C@@H](C[C@H](C1)NS(=O)(=O)C=1C=C2C=CC=NC2=CC1)NC=O